(1S,2R,3S,4S,5R,6R)-3,4-diacetoxy-2,6-bis(benzyloxycarbonylamino)-5-hydroxy-cyclohexyl acetate C(C)(=O)O[C@@H]1[C@H]([C@@H]([C@H]([C@@H]([C@H]1NC(=O)OCC1=CC=CC=C1)O)OC(C)=O)OC(C)=O)NC(=O)OCC1=CC=CC=C1